OCC[N+](C)(C)C.CN1C=2C(NC(=NC2NC[C@@H]1CNC1=CC=C(C(N[C@@H](CCC(=O)[O-])C(=O)O)=O)C=C1)N)=O 5-Methyl-(6S)-tetrahydrofolic Acid MonoCholine Salt